NC=1C=CC(=C(C1)CO)Br (5-amino-2-bromophenyl)methanol